4-(tert-butoxycarbonylamino)-3,3-dimethylbutyric acid C(C)(C)(C)OC(=O)NCC(CC(=O)O)(C)C